C(C)(C)(C)C1=CC=C(C(=O)NCC=2C(=NNC2)C2=CC=CC=C2)C=C1 4-(tert-butyl)-N-((3-phenyl-1H-pyrazol-4-yl)methyl)benzamide